tert-butyl (2-(4-amino-7-(1H-pyrazol-3-yl)-2H-pyrazolo[3,4-c]quinolin-2-yl)ethyl)carbamate NC1=NC=2C=C(C=CC2C=2C1=NN(C2)CCNC(OC(C)(C)C)=O)C2=NNC=C2